C(=O)C1=C(C=C(C=C1)N1C(N=C(C=C1)NC(=O)N1CCN(CC1)C(CC(C)(C)NC(OC(C)(C)C)=O)=O)=O)C tert-butyl (4-(4-((1-(4-formyl-3-methylphenyl)-2-oxo-1,2-dihydropyrimidin-4-yl)carbamoyl)piperazin-1-yl)-2-methyl-4-oxobutan-2-yl)carbamate